1-allyl-4-methyl-imidazole C(C=C)N1C=NC(=C1)C